(3R)-3-(4-amino-2-ethyl-imidazo[4,5-c]quinolin-1-yl)-4-ethoxy-2-methyl-butan-2-ol NC1=NC=2C=CC=CC2C2=C1N=C(N2[C@@H](C(C)(O)C)COCC)CC